(4-hydroxyphenyl)(1-methyl-4,10-dihydrobenzo[b]pyrazolo[3,4-e][1,4]diazepin-5(1H)-yl)methanone OC1=CC=C(C=C1)C(=O)N1C2=C(NC3=C(C1)C=NN3C)C=CC=C2